2-({4-[2-(4-chloro-2-fluorophenyl)-2-methyl-1,3-benzodioxol-4-yl]piperidin-1-yl}methyl)-1-(2-hydroxyethyl)-1H-benzimidazole-6-carboxylic acid ClC1=CC(=C(C=C1)C1(OC2=C(O1)C=CC=C2C2CCN(CC2)CC2=NC1=C(N2CCO)C=C(C=C1)C(=O)O)C)F